2-oxoSpiro[indoline-3,3'-pyrrolidine]-5'-carboxamide hydrochloride Cl.O=C1NC2=CC=CC=C2C12CNC(C2)C(=O)N